pyridine-2-one N1C(C=CC=C1)=O